rac-(1S*,2S*)-2-(5-chloro-2-(trifluoromethyl)phenyl)-N-(6-chloropyrimidin-4-yl)cyclopropane-1-carboxamide ClC=1C=CC(=C(C1)[C@@H]1[C@H](C1)C(=O)NC1=NC=NC(=C1)Cl)C(F)(F)F |r|